OC=1C=C2C=3CCCNCC3OC2=CC1 4-hydroxy-8-oxa-11-azatricyclo[7.5.0.02,7]tetradeca-1(9),2,4,6-tetraen